C(#N)C=1N(N=C2C(=CC=CC12)C1=C(C=CC=C1)F)[C@H]1C=C(C(=O)O)O[C@H]([C@@H]1NC(C(C)C)=O)[C@H](O)[C@H](O)CO 2,6-Anhydro-4-(3-cyano-7-(2-fluorophenyl)-2H-indazol-2-yl)-3,4,5-trideoxy-5-isobutyramido-D-glycero-D-galacto-non-2-enonic acid